C(C)C(CC(COCCOCCOCCOCCOCCOCCO)O)CCCC 2-ethylhexyl-heptaethylene glycol